CN1N=C(C(=C1)C1=C(C=NC=C1)N)C 4-(1,3-dimethyl-1H-pyrazol-4-yl)pyridin-3-amine